N-[([2R,6S]-2,6-dimethyl-1-piperidinyl)carbonyl]-4-methyl-L-leucyl-N-[(1R)-1-carboxylatopentyl]-1-[methoxycarbonyl]-D-tryptophanamide C[C@H]1N([C@H](CCC1)C)C(=O)N[C@@H](CC(C)(C)C)C(=O)N[C@H](CC1=CN(C2=CC=CC=C12)C(=O)OC)C(=O)N[C@H](CCCC)C(=O)[O-]